C(=O)(O)C1=CC=C(CN2CCN(CCN(CCN(CC2)CC(=O)O)CC(=O)O)CC(=O)O)C=C1 2,2',2''-(10-(4-carboxybenzyl)-1,4,7,10-tetraazacyclododecane-1,4,7-triyl)triacetic acid